N-(azetidin-3-yl)-6-(2,8-dimethylimidazo[1,2-b]pyridazin-6-yl)-8-fluoro-imidazo[1,2-a]pyridine-2-carboxamide N1CC(C1)NC(=O)C=1N=C2N(C=C(C=C2F)C=2C=C(C=3N(N2)C=C(N3)C)C)C1